[Cl-].C1(CCCCCCC1)N1CN(C=C1)C1=C(C=C(C=C1C)C)C 1-cyclooctyl-3-mesityl-imidazole chloride